3-(5-chloro-1,3-benzothiazol-2-yl)-N,N-dimethyl-propan-1-amine ClC=1C=CC2=C(N=C(S2)CCCN(C)C)C1